1-(2,3-difluorophenyl)-N-{7-methoxy-6-[3-(pyrrolidin-1-yl)propoxy]-1H,2H,3H-cyclopenta[b]quinolin-9-yl}piperidin-4-amine FC1=C(C=CC=C1F)N1CCC(CC1)NC1=C2C(=NC=3C=C(C(=CC13)OC)OCCCN1CCCC1)CCC2